2-cyano-3,3-diphenylacrylic acid folate C(CC[C@@H](C(=O)O)NC(=O)C1=CC=C(NCC2=CN=C3N=C(N)NC(=O)C3=N2)C=C1)(=O)O.C(#N)C(C(=O)O)=C(C1=CC=CC=C1)C1=CC=CC=C1